FC1=C(C(=CC=C1)C#C[Si](C)(C)C)/C=C/C(=O)OC methyl (E)-3-(2-fluoro-6-((trimethylsilyl)ethynyl)phenyl)acrylate